C[C@H]1N([C@@H](C1)C)C(=O)OC1CCCC1 cyclopentyl (2R,4R)-2,4-dimethylazetidine-1-carboxylate